C(C)N(C1=CC=C2C(=CC(OC2=C1)=O)C)CC 7-diethylamino-4-methylcoumarin